FC1=CC=C(N=N1)C1=CC=C(C=2N=CSC21)C=2C=NN(C2)C2OCCCC2 7-(6-fluoropyridazin-3-yl)-4-(1-tetrahydropyran-2-ylpyrazol-4-yl)-1,3-benzothiazole